OP(O)OP(O)O.C(C)(C)(C)C1=C(C(=CC(=C1)C(C)(C)C)C(C)(C)C)C(O)(C(CO)(CO)CO)C1=C(C=C(C=C1C(C)(C)C)C(C)(C)C)C(C)(C)C bis(2,4,6-tri-tert-butyl-phenyl)pentaerythritol diphosphite